4-(3-nitropyridine-2-oxy)piperidine-1-carboxylic acid tert-butyl ester C(C)(C)(C)OC(=O)N1CCC(CC1)OC1=NC=CC=C1[N+](=O)[O-]